S-hydrogen (S)-dimethylphosphoramidothioate CN(P(S)([O-])=O)C